(1R,4s)-4-(2-fluoro-4-methoxy-5-(((1R,2R,3S,4S)-3-((3-(pentafluoro-λ6-sulfaneyl)phenyl)carbamoyl)bicyclo[2.2.1]heptan-2-yl)carbamoyl)phenoxy)cyclohexane-1-carboxylic acid FC1=C(OC2CCC(CC2)C(=O)O)C=C(C(=C1)OC)C(N[C@@H]1[C@@H]2CC[C@H]([C@@H]1C(NC1=CC(=CC=C1)S(F)(F)(F)(F)F)=O)C2)=O